(2R)-N-(2-{1-[(3-cyanophenyl)methyl]piperidin-4-yl}ethyl)-2-methyl-4-[5-(trifluoromethyl)pyrimidin-2-yl]piperazine-1-carboxamide C(#N)C=1C=C(C=CC1)CN1CCC(CC1)CCNC(=O)N1[C@@H](CN(CC1)C1=NC=C(C=N1)C(F)(F)F)C